N12CCCCCC2=NCCC1 1,8-Diaza-bicyclo(5.4.0)undec-7-en